CC=1C=C(C=CC1C)SC1=CC(=C(C=C1)C)C bis(3,4-dimethylphenyl) sulfide